ClC1=C(C=CC2=C1C(=N[C@H](C(N2)=S)C)C2=C(C=CC=C2F)F)C(F)(F)F (3S)-6-chloro-5-(2,6-difluorophenyl)-3-methyl-7-(trifluoromethyl)-1,3-dihydro-1,4-benzodiazepine-2-Thione